(2S)-1-[4-(benzenesulfonyl)piperazin-1-yl]propan C1(=CC=CC=C1)S(=O)(=O)N1CCN(CC1)CCC